Tert-butyl N-[(Z)-3-fluoro-2-[[1-oxo-2-[2-oxo-2-(2,2,2-trifluoroethylamino)ethyl]-3,4-dihydroisoquinolin-6-yl]oxymethyl]allyl]carbamate F\C=C(\CNC(OC(C)(C)C)=O)/COC=1C=C2CCN(C(C2=CC1)=O)CC(NCC(F)(F)F)=O